3-cyclopentyl-1-iso-propyl-2,4-dioxo-1,2,3,4-tetrahydropyrimidine-5-carboxylic acid C1(CCCC1)N1C(N(C=C(C1=O)C(=O)O)C(C)C)=O